N-(2,4-difluoro-3-iodophenyl)-4-fluoro-3-methoxybenzenesulphonamide FC1=C(C=CC(=C1I)F)NS(=O)(=O)C1=CC(=C(C=C1)F)OC